N(=[N+]=[N-])C=1C=CC(=C(C1)N1C(N=C(C=C1)C=1C=NC=CC1)N)C N-(5-azido-2-methylphenyl)-4-(3-pyridyl)-2-aminopyrimidine